(2R)-2-methyl-2-[[2-(1H-pyrrolo[2,3-b]pyridin-3-yl)pyrimidin-4-yl]amino]-N-(2,2,2-trifluoroethyl)butanamide C[C@](C(=O)NCC(F)(F)F)(CC)NC1=NC(=NC=C1)C1=CNC2=NC=CC=C21